[Ce].[Ni].[Fe].[Sn] tin-iron-nickel-cerium